C1N(CC2CCCCC12)S(=O)(=O)C1=C(C(=O)N)C=CC=C1 ((octahydro-2H-isoindol-2-yl)sulfonyl)benzamide